(R)-6-OXO-PIPERAZINE-2-CARBOXYLIC ACID O=C1CNC[C@@H](N1)C(=O)O